N1=C(C=CC=C1)NCCCC1CC(C1)C(=O)O 3-[3-(Pyridin-2-ylamino)-propyl]-cyclobutanecarboxylic acid